di-(tert-butyl)(3,5-difluorophenyl)phosphonium tetrafluoroborate F[B-](F)(F)F.C(C)(C)(C)[PH+](C1=CC(=CC(=C1)F)F)C(C)(C)C